C(C)(C)(C)C1=CC=C(C=C1)N(C(=O)C1=NC=CN=C1C#N)C(C(=O)NC1CCCCC1)C=1C=NC=CC1 N-(4-(tert-butyl)phenyl)-3-cyano-N-(2-(cyclohexylamino)-2-oxo-1-(pyridin-3-yl)ethyl)pyrazine-2-carboxamide